(1R,2R)-N-(8-Amino-6-(3-methylpyridin-4-yl)cinnolin-3-yl)-2-fluorocyclopropanecarboxamide NC=1C=C(C=C2C=C(N=NC12)NC(=O)[C@@H]1[C@@H](C1)F)C1=C(C=NC=C1)C